C1(C(C1=C(C#N)C1=C(C(=C(C#N)C(=C1F)F)F)F)=C(C#N)C1=C(C(=C(C#N)C(=C1F)F)F)F)=C(C#N)C1=C(C(=C(C#N)C(=C1F)F)F)F 4,4',4''-((1E,1'E,1''E)-cyclopropane-1,2,3-triylidenetris(cyanomethanylylidene))-tris(2,3,5,6-tetrafluorobenzonitrile)